9-[1-[[6-chloro-2-(1-methylpyrazol-4-yl)-3-pyridinyl]amino]ethyl]-4,7-dimethyl-3-(2-pyridylmethyl)pyrazolo[3,4-c]isoquinolin-5-one ClC1=CC=C(C(=N1)C=1C=NN(C1)C)NC(C)C=1C=2C3=C(N(C(C2C=C(C1)C)=O)C)N(N=C3)CC3=NC=CC=C3